tert-butyl 4-(1-(6-cyano-2H-indazol-2-yl)-4-methoxy-4-oxobutyl)-5-methoxy-7-methyl-1H-indole-1-carboxylate C(#N)C=1C=CC2=CN(N=C2C1)C(CCC(=O)OC)C1=C2C=CN(C2=C(C=C1OC)C)C(=O)OC(C)(C)C